CC1(C=CC(N(C1)C(\C=C\C1=NC=CC=N1)=O)=O)C (E)-5,5-dimethyl-1-(3-(pyrimidin-2-yl)acryloyl)-5,6-dihydropyridin-2(1H)-one